[N+](=O)([O-])C1=CC=C(C=C1)S(=O)(=O)N1N=C(N=C1)C1=CC=CC=C1 1-(4-nitrobenzenesulfonyl)-3-phenyl-1,2,4-triazole